Cl.N[C@@H]1[C@@H](CCC1)O (1R,2S)-2-aminocyclopentanol HCl